ClC=1C=CC2=C3N(N=C2C1N)CCOC3 8-chloro-3,4-dihydro-1H-[1,4]oxazino[4,3-b]indazol-7-amine